C(C)(=O)NC1=C(C(=O)NC2=NN(C(=C2)C)C)C=CC=C1 2-acetamido-N-(1,5-dimethyl-1H-pyrazol-3-yl)benzamide